ClC1=CC=C(C(C=N)=C1)O 5-chlorosalicylideneamine